N-(1-methylcyclopropyl)-2-(pyridin-4-yl)pyrido[3,4-d]pyrimidin-4-amine CC1(CC1)NC=1C2=C(N=C(N1)C1=CC=NC=C1)C=NC=C2